CN(P(=O)(Cl)Cl)C N,N-Dimethylphosphoramidodichloridate